N1C=CC2=CC(=CC=C12)N1N=C(C=C1)C(=O)N 1H-indol-5-yl-1H-pyrazole-3-carboxamide